C(C1=CC=CC=C1)OC(=O)N[C@@H](C(C)C)C(=O)O ((benzyloxy)carbonyl)-L-valine